4-Bromo-2,3,6-trifluorobenzamide BrC1=C(C(=C(C(=O)N)C(=C1)F)F)F